[Si](C1=CC=CC=C1)(C1=CC=CC=C1)(C(C)(C)C)OCCCCCCCCCCCCCO 13-((tert-butyldiphenylsilyl)oxy)tridecan-1-ol